4-(4-aminophenoxy)phthalonitrile NC1=CC=C(OC=2C=C(C(C#N)=CC2)C#N)C=C1